FC=1C=C(C=CC1)C1=CNC=2N=CN=C(C21)NCC2=NC(=CC=C2)N2CCNCC2 5-(3-Fluorophenyl)-N-((6-(piperazin-1-yl)pyridin-2-yl)methyl)-7H-pyrrolo[2,3-d]pyrimidin-4-amine